ClC1=NC(=CC(=C1)C1=C(N=C(S1)NC(=O)N1CCC(CC1)(C)C#N)C1=CC(=CC=C1)C#N)C N-[5-(2-Chloro-6-methyl-4-pyridyl)-4-(3-cyanophenyl)thiazol-2-yl]-4-cyano-4-methylpiperidin-1-carboxamid